3-(5-bromothien-2-yl)-3-oxopropanoic acid methyl ester COC(CC(=O)C=1SC(=CC1)Br)=O